3-Methoxy-1-(7-((2-((2-methoxy-4-(4-methylpiperazin-1-yl)phenyl)amino)pyridin-4-yl)amino)indolin-1-yl)propan-1-one COCCC(=O)N1CCC2=CC=CC(=C12)NC1=CC(=NC=C1)NC1=C(C=C(C=C1)N1CCN(CC1)C)OC